OC=1C=C(C=C(C1)C(F)(F)F)[C@@H](C)NC(=O)C=1C=2N(C=C(C1)C=1C=NN(C1)C)C[C@H](N2)C (R)-N-((R)-1-(3-hydroxy-5-(trifluoromethyl)phenyl)ethyl)-2-methyl-6-(1-methyl-1H-pyrazol-4-yl)-2,3-dihydroimidazo[1,2-a]pyridine-8-carboxamide